(2-(methylthio)phenyl)dimethylphosphine oxide CSC1=C(C=CC=C1)P(C)(C)=O